CN1CCN(CC1)CC1=C(C=CC=C1)C(F)(F)F 1-methyl-4-(2-trifluoromethyl-benzyl)piperazine